4-[[4-[[(1S)-2-hydroxy-1-phenyl-ethyl]amino]-5-[3-(trifluoromethyl)-1,2,4-oxadiazol-5-yl]pyrimidin-2-yl]amino]-2-methyl-benzamide OC[C@H](C1=CC=CC=C1)NC1=NC(=NC=C1C1=NC(=NO1)C(F)(F)F)NC1=CC(=C(C(=O)N)C=C1)C